C(C)(=O)N1CCC(CC1)OC1=CC2=C(C(N(CCN2C)C[C@@H](CN2CC3=CC=CC=C3CC2)O)=O)C=C1 8-[(1-acetyl-4-piperidyl)oxy]-4-[(2R)-3-(3,4-dihydro-1H-isoquinolin-2-yl)-2-hydroxy-propyl]-1-methyl-2,3-dihydro-1,4-benzodiazepin-5-one